FC1=C(C=C(C=C1)F)[C@@H]1N(C[C@H](C1)F)C1=NC=2N(C=C1)N=CC2CC(=O)NC2=CC=C(C=C2)C2CCNCC2 5-((2R,4S)-2-(2,5-Difluorophenyl)-4-fluoropyrrolidin-1-yl)-N-(4-(piperidin-4-yl)phenyl)pyrazolo[1,5-a]pyrimidine-3-carboxyAmide